FC1=CC(=C(C=N1)NC(=O)C1(CN(C1)C(CC(C(=O)O)(C)C)=O)C1=C(C=CC=C1)C(C)C)OC 4-(3-((6-fluoro-4-methoxypyridin-3-yl)carbamoyl)-3-(2-isopropylphenyl)azetidin-1-yl)-2,2-dimethyl-4-oxobutanoic acid